FC1=CC=C(C(=C1)C1=CC=C(C=C1)OC)C#N 5-fluoro-4'-methoxy-[1,1'-biphenyl]-2-carbonitrile